C12CN(CC(N1)C2)C=2OC=1C(N2)=C(C=CC1C=1SC=CN1)S(=O)(=O)N(C)C 2-(3,6-diazabicyclo[3.1.1]heptan-3-yl)-N,N-dimethyl-7-(thiazol-2-yl)-benzo[d]oxazole-4-sulfonamide